3-(2-((2,6-dimethyl-14-octadecyldotriacontan-9-yl)amino)ethyl)-1,2-dimethyl-1H-imidazol-3-ium chloride [Cl-].CC(C)CCCC(CCC(CCCCC(CCCCCCCCCCCCCCCCCC)CCCCCCCCCCCCCCCCCC)NCC[N+]1=C(N(C=C1)C)C)C